(1R)-2-((tert-butyldimethylsilyl)oxy)-1-((2R,5R)-6-hydroxy-5-methoxy-1,4-dioxan-2-yl)ethyl (4-nitrophenyl) carbonate C(O[C@H](CO[Si](C)(C)C(C)(C)C)[C@@H]1OC([C@@H](OC1)OC)O)(OC1=CC=C(C=C1)[N+](=O)[O-])=O